4-hydroxy-4'-(4-chlorophenylsulfonyl)biphenyl OC1=CC=C(C=C1)C1=CC=C(C=C1)S(=O)(=O)C1=CC=C(C=C1)Cl